4-(pentafluoro-λ6-sulfanyl)benzenesulfonyl chloride FS(C1=CC=C(C=C1)S(=O)(=O)Cl)(F)(F)(F)F